ClC1=NC2=CC(=C(C=C2C(=N1)NC1=NNC(=C1)CC)OC)OCCCN1CCCC1 2-chloro-N-(5-ethyl-1H-pyrazol-3-yl)-6-methoxy-7-(3-(pyrrolidin-1-yl)propoxy)quinazolin-4-amine